tert-Butyl 1-benzyl-4-formyl-7-azabicyclo[2.2.1]heptane-7-carboxylate C(C1=CC=CC=C1)C12CCC(CC1)(N2C(=O)OC(C)(C)C)C=O